methylchromene CC1OC2=CC=CC=C2C=C1